(4-amino-1-tert-butyl-pyrazolo[3,4-d]pyrimidin-3-yl)-N-(2,2,2-trifluoroethyl)-1H-indole-2-carboxamide NC1=C2C(=NC=N1)N(N=C2N2C(=CC1=CC=CC=C21)C(=O)NCC(F)(F)F)C(C)(C)C